oxolan-3-yl 4-oxopentanoate O=C(CCC(=O)OC1COCC1)C